2-(5-{2',7-dimethyl-1H,2'H-[3,4'-biindazol]-1-yl}pyridin-2-yl)-7λ6-thia-2-azaspiro[3.5]nonane-7,7-dione CN1N=C2C=CC=C(C2=C1)C1=NN(C2=C(C=CC=C12)C)C=1C=CC(=NC1)N1CC2(C1)CCS(CC2)(=O)=O